5,6-difluoro-1-methyl-benzimidazole-2-carbaldehyde FC1=CC2=C(N(C(=N2)C=O)C)C=C1F